COC(C=C(C)NC)=O 3-(methylamino)but-2-enoic acid methyl ester